C(=[Se])(Cl)Cl selenophosgene